(4-(trifluoromethyl)phenyl)methylamine hydrochloride Cl.FC(C1=CC=C(C=C1)CN)(F)F